FC1=CC(=C(C=C1[N+](=O)[O-])NC1=NC=C(C(=N1)C1=CN(C2=CC=CC=C12)C)NC(\C=C\C1=CC=C(C=C1)F)=O)OC(F)(F)F Trans-N-(2-((4-fluoro-5-nitro-2-(trifluoromethoxy)phenyl)amino)-4-(1-methyl-1H-indol-3-yl)pyrimidin-5-yl)-3-(4-fluorophenyl)acrylamide